ethyl 5-amino-1-(2,2-dimethylpropyl)pyrazole-4-carboxylate NC1=C(C=NN1CC(C)(C)C)C(=O)OCC